5-bromo-1-(isopropylamino)-3-methyl-6-oxo-1,6-dihydropyridine-2-carboxamide BrC1=CC(=C(N(C1=O)NC(C)C)C(=O)N)C